N1[C@@H](CC1)C(=O)N (S)-azetidine-2-carboxamide